FC1=CC=C2C=C(C=C(C2=C1F)C1=C(C=2N=C(N=C(C2C=N1)N1CC2CCC(C1)N2C(=O)OC(C)(C)C)OCC2(CC2)C=O)F)OCOC tert-butyl 3-(7-(7,8-difluoro-3-(methoxymethoxy)naphthalen-1-yl)-8-fluoro-2-((1-formylcyclopropyl)methoxy)pyrido[4,3-d]pyrimidin-4-yl)-3,8-diazabicyclo[3.2.1]octane-8-carboxylate